CN1N=C(C(=C1)NC(=O)C=1N=C(SC1)C=1C=NN(C1)C(=O)OC(C)(C)C)C1=NC=CC=C1 2-methylpropan-2-yl 4-(4-((1-methyl-3-(pyridin-2-yl)-1H-pyrazol-4-yl)carbamoyl)thiazol-2-yl)-1H-pyrazole-1-carboxylate